5-((4-(trifluoromethoxy)phenyl)thio)-1H-1,2,3-triazole-4-carboxylic acid FC(OC1=CC=C(C=C1)SC1=C(N=NN1)C(=O)O)(F)F